CC=1C(=C(C=CC1)C(=O)N1[C@H]2CC=3C(=NN(C3C3=CC(=C(C(=C3)F)F)F)C)[C@@H]1CCC2)N2N=CC=N2 (3-Methyl-2-(2H-1,2,3-triazol-2-yl)phenyl)((5R,9S)-2-methyl-3-(3,4,5-trifluorophenyl)-4,5,6,7,8,9-hexahydro-2H-5,9-epiminocycloocta[c]pyrazol-10-yl)methanone